3,4,5-trimethoxyphenyl-boric acid COC=1C=C(C=C(C1OC)OC)OB(O)O